(E)-3-[3-[[1-(3-Chloro-4-fluorophenyl)triazol-4-yl]methoxy]-4-methoxyphenyl]-1-(2-hydroxy-4,6-dimethoxyphenyl)prop-2-en-1-one ClC=1C=C(C=CC1F)N1N=NC(=C1)COC=1C=C(C=CC1OC)/C=C/C(=O)C1=C(C=C(C=C1OC)OC)O